C(C)(C)(C)OC(=O)N1C[C@H](CC1)N(C)C1=NC(=NC2=C(C(=C(C=C12)F)Br)F)Cl (S)-3-((7-bromo-2-chloro-6,8-difluoroquinazolin-4-yl)(methyl)amino)pyrrolidine-1-carboxylic acid tert-butyl ester